CN(CCOC1=CC=C(C=C1)N1N=NC2=C1C(C1=C(C2=O)SC=C1)=O)C 1-(4-(2-(dimethylamino)ethoxy)phenyl)-1H-thieno[2',3':4,5]benzo[1,2-d][1,2,3]triazole-4,8-dione